CC1=C(C=C(C(=O)NC=2C=NC=C(C2)C(F)(F)F)C=C1)OC1CN(C1)C=1C=NC=C(C1)C=1C=NN(C1)C 4-methyl-3-((1-(5-(1-methyl-1H-pyrazol-4-yl)pyridin-3-yl)azetidin-3-yl)oxy)-N-(5-(trifluoromethyl)pyridin-3-yl)benzamide